6-methyl-5-(1-methyl-1H-pyrazol-4-yl)-3-(pyridin-4-yl)thieno[3,2-b]pyridine CC=1C=C2C(=NC1C=1C=NN(C1)C)C(=CS2)C2=CC=NC=C2